S1N=C(C=C1)N 1,2-thiazol-3-amine